C(C)(C)C1=CC=C2SC=3C=CC(=CC3C(C2=C1)=O)[S+](C1=CC=CC=C1)C1=CC=CC=C1 7-isopropyl-9-oxo-10-thia-9,10-dihydro-anthracene-2-yl-diphenyl-sulfonium